C(#N)[C@H](CC1=CC=C(C=C1)C=1C=CC2=C(N(C(O2)=O)C)C1)NC(=O)[C@H]1OC[C@@H](CCN(C1)C(=O)OC(C)(C)C)O |o1:27| tert-butyl (2S,7R*)-2-{[(1S)-1-cyano-2-[4-(3-methyl-2-oxo-2,3-dihydro-1,3-benzoxazol-5-yl)phenyl]ethyl]carbamoyl}-7-hydroxy-1,4-oxazocane-4-carboxylate